methyl 3,8-difluoro-4-methoxy-2-phenylquinoline-7-carboxylate FC=1C(=NC2=C(C(=CC=C2C1OC)C(=O)OC)F)C1=CC=CC=C1